2,3,5,6-tetrafluoro-4-methylbenzylsulfonyl chloride FC1=C(CS(=O)(=O)Cl)C(=C(C(=C1F)C)F)F